N[Sn](CC)(CC)N Bis(amino)diethyl-tin